ClC=1C=C(/C=C/C2=CC(=C(C=C2)O)CNC2=CC=C(C=C2)N2CCN(CCC2)C)C=CC1Cl (E)-4-(3,4-dichlorostyryl)-2-(((4-(4-methyl-1,4-diazepan-1-yl)phenyl)amino)methyl)phenol